N-[3-(2-aminoethylcarbamoyl-amino)propyl]-2-ethyl-4-[[3-[3-(trifluoromethyl)-1H-pyrazol-4-yl]imidazo[1,2-a]pyrazin-8-yl]amino]benzamide formate C(=O)O.NCCNC(=O)NCCCNC(C1=C(C=C(C=C1)NC=1C=2N(C=CN1)C(=CN2)C=2C(=NNC2)C(F)(F)F)CC)=O